C(#N)C(C(=O)NC(OCC)=O)=NNC1=CC(=C(C(=C1)Cl)OC=1C=C2CCN(C(C2=CC1)=O)CC1=C(C=CC=C1)F)Cl ethyl (2-cyano-2-(2-(3,5-dichloro-4-((2-(2-fluorobenzyl)-1-oxo-1,2,3,4-tetrahydroisoquinolin-6-yl)oxy)phenyl)hydrazono)acetyl)carbamate